BrC1=CC=C(N(C2=CC=C(C=C2)OCCCOC=2OC=CC2)C2=CC=C(C=C2)Br)C=C1 4-Bromo-N-(4-Bromophenyl)-N-(4-(3-(Furan-2-yloxy)Propoxy)Phenyl)Aniline